5-Fluoro-6-isopropoxynicotinonitrile FC=1C(=NC=C(C#N)C1)OC(C)C